ClC=1C(=C(C=CC1)NC(=S)C=1C(N(CCC1O)C(=O)OC(C)(C)C)=O)C tert-butyl 3-[(3-chloro-2-methylphenyl)carbamothioyl]-4-hydroxy-2-oxo-5,6-dihydropyridine-1-carboxylate